C12(CC3CC(CC(C1)C3)C2)C[C@H]([C@H](C(=O)O)C)OC[C@@H](C)NC(=O)OC(C)(C)C (2R,3R)-4-((1R,3R,5S)-adamantan-1-yl)-3-((R)-2-((tert-butoxycarbonyl)amino)propoxy)-2-methylbutanoic acid